N1-[4-(1,1,1,3,3,3-Hexafluoro-2-hydroxypropan-2-yl)phenyl]-5-[(2-methoxyethyl)sulfonyl]-N2-methyl-1,3-dihydro-2H-isoindole-1,2-dicarboxamide FC(C(C(F)(F)F)(O)C1=CC=C(C=C1)NC(=O)C1N(CC2=CC(=CC=C12)S(=O)(=O)CCOC)C(=O)NC)(F)F